sulfocysteine S(=O)(=O)(O)N[C@@H](CS)C(=O)O